FC1=C(C=CC=C1F)CN1C(CCC1=O)CC(=O)NCCC1=CC=C(C=C1)F 2-[1-[(2,3-difluorophenyl)methyl]-5-oxopyrrolidin-2-yl]-N-[2-(4-fluorophenyl)ethyl]acetamid